monomethyl sulfate monosodium salt [Na+].S(=O)(=O)(OC)[O-]